2-(6-(2-(Aminomethyl)-3-methyltetrahydrofuran-2-yl)-3-fluoro-2-(4-fluorophenyl)pyridin-4-yl)propan-2-ol NCC1(OCCC1C)C1=CC(=C(C(=N1)C1=CC=C(C=C1)F)F)C(C)(C)O